CC(C(=O)OCC)CC1=CN=C(N1C[C@H]1OCC1)COS(=O)(=O)C ethyl 2-methyl-3-(2-(((methylsulfonyl)oxy) methyl)-1-(((S)-oxetan-2-yl)methyl)-1H-imidazol-5-yl)propanoate